2-(3,4-dimethoxyphenyl)-N-(2-(dimethylamino)ethyl)-3-ethyl-1H-indole-5-carboxamide COC=1C=C(C=CC1OC)C=1NC2=CC=C(C=C2C1CC)C(=O)NCCN(C)C